N-(1''-(3-((4,4-difluoropiperidin-1-yl)sulfonyl)benzoyl)dispiro[cyclopropane-1,1'-cyclohexane-4',3''-indolin]-5''-yl)-2-hydroxyethane-1-sulfonamide FC1(CCN(CC1)S(=O)(=O)C=1C=C(C(=O)N2CC3(C4=CC(=CC=C24)NS(=O)(=O)CCO)CCC2(CC3)CC2)C=CC1)F